CCCNNCCCNCCCN1C(C2=C3C(=CC=C2CC1=O)C=CC=C3)=O 2-{3-[3-(3-propylhydrazino)propylamino]propyl}1H-benzisoquinoline-1,3-dione